FN1CC(=CC=C1)F 1,3-difluoropyridine